C(C)(C)(C)OC(=O)NC(CC(=O)OC(C)(C)C)C(=O)NCCOC(=O)OC1=CC=C(C=C1)\C=C\C1=CC(=CC(=C1)OC)OC Tert-butyl (E)-3-((tert-butoxycarbonyl)amino)-4-((2-(((4-(3,5-dimethoxy styryl) phenoxy)carbonyl)oxy)ethyl)amino)-4-oxobutanoate